ClC1=NC=C(C(=C1)C1=C(C=NC(=C1)C)C(=O)O)OC 4-(2-chloro-5-methoxy-4-pyridyl)-6-methyl-pyridine-3-carboxylic Acid